COC(=O)C=1C=C2C=CN(C2=CC1)CC1=CC(=C(C=C1)Cl)F 1-(4-chloro-3-fluorobenzyl)-1H-indole-5-carboxylic acid methyl ester